CC1=NC(=NO1)C1=CC=C2C=CN=C(C2=C1)NCCN1CC2=CC(=CC=C2CC1)C(=O)OCC ethyl 2-(2-((7-(5-methyl-1,2,4-oxadiazol-3-yl) isoquinolin-1-yl) amino) ethyl)-1,2,3,4-tetrahydroisoquinoline-7-carboxylate